FC=1C=C(OC2=NC(=NC(=C2)C(F)(F)F)N2CCC(CC2)(O)CN2N=CC(=C2)C(=O)N)C=CC1 ({1-[4-(3-fluorophenoxy)-6-(trifluoromethyl)pyrimidin-2-yl]-4-hydroxypiperidin-4-yl}methyl)-1H-pyrazole-4-carboxamide